(3R,4R)-3-hydroxy-1-methanesulfonylpiperidin O[C@H]1CN(CCC1)S(=O)(=O)C